tert-butyl 4-[8-({8-fluoro-2-methylimidazo[1,2-a]pyridin-6-yl}carbamoyl)-3-methoxyquinoxalin-5-yl]-2,6-dimethylpiperazine-1-carboxylate FC=1C=2N(C=C(C1)NC(=O)C=1C=CC(=C3N=C(C=NC13)OC)N1CC(N(C(C1)C)C(=O)OC(C)(C)C)C)C=C(N2)C